C(C)(C)(C)OC(=O)N[C@H](C(=O)O)CC1=CC=C(C=C1)F (S)-2-((tert-butoxycarbonyl)amino)-3-(4-fluorophenyl)propanoic acid